FC(C1=NC(=NO1)CN)(F)F (5-(trifluoromethyl)-1,2,4-oxadiazol-3-yl)methanamine